(5R)-5-Methyl-N-[(3S)-2-oxo-5-phenyl-1,3-dihydro-1,4-benzodiazepin-3-yl]-2-(3-thienyl)-6,7-dihydro-5H-pyrazolo[5,1-b][1,3]oxazine-3-carboxamide C[C@@H]1CCN2C(O1)=C(C(=N2)C2=CSC=C2)C(=O)N[C@@H]2C(NC1=C(C(=N2)C2=CC=CC=C2)C=CC=C1)=O